NC1=C(C=C(C=N1)C1=C(C(=C(C=C1)N1C[C@H](CC1)N(S(=O)(=O)C)C)F)F)C=1C=C2CCNC(C2=CC1)=O (S)-N-(1-(4-(6-amino-5-(1-oxo-1,2,3,4-tetrahydroisoquinolin-6-yl)pyridin-3-yl)-2,3-difluorophenyl)pyrrolidin-3-yl)-N-methylmethanesulfonamide